4-(piperazin-1-yl)-7-(trifluoromethyl)-1H-imidazo[4,5-c]pyridine hydrochloride Cl.N1(CCNCC1)C1=NC=C(C2=C1N=CN2)C(F)(F)F